1-spiro[3.3]hept-2-yl-3-(3-trifluoromethoxy-methyl-benzyl)-urea C1C(CC12CCC2)NC(=O)NC(C2=CC(=CC=C2)OC(F)(F)F)C